BrC1=NN(C(=C1)C(=O)NC1=CC=CC=2N=NN(C(C21)=O)CC)C2=NC=CC=C2Cl 3-bromo-1-(3-chloro-2-pyridinyl)-N-(3-ethyl-4-oxo-3,4-dihydro-5-benzo[d][1,2,3]triazinyl)-1H-pyrazole-5-carboxamide